ClC1=C(C(=CC=C1)F)N=C=O 1-Chloro-3-fluoro-2-isocyanatobenzen